CC=1C=NC=CC1B(O)O 3-methyl-4-pyridineboronic acid